5-hydroxypyridine-3-carbonyl chloride OC=1C=C(C=NC1)C(=O)Cl